2-[2-(4-Acetylpiperidin-1-yl)pyrimidin-5-yl]-N-[(2,4-Dimethylphenyl)(5-methylfuran-2-yl)methyl]acetamid C(C)(=O)C1CCN(CC1)C1=NC=C(C=N1)CC(=O)NC(C=1OC(=CC1)C)C1=C(C=C(C=C1)C)C